C(C1=CC=CC=C1)OC1=C(C=CC=C1C(C)C1CC1)C(C)=O 1-(2-(benzyloxy)-3-(1-cyclopropylethyl)phenyl)ethanone